[Si](C1=CC=CC=C1)(C1=CC=CC=C1)(C(C)(C)C)OCC1(C(C1)(F)F)CO (1-(((tert-Butyldiphenylsilyl)oxy)methyl)-2,2-difluorocyclopropyl)methanol